tert-butyl 9-(1-(1-((benzyloxy)carbonyl)piperidin-4-yl)ethyl)-3,9-diazaspiro[5.5]undecane-3-carboxylate C(C1=CC=CC=C1)OC(=O)N1CCC(CC1)C(C)N1CCC2(CCN(CC2)C(=O)OC(C)(C)C)CC1